(trans-4-(2-hydroxyethoxy)cyclohexyl)carbamate OCCO[C@@H]1CC[C@H](CC1)NC([O-])=O